5-(Imidazo[1,2-a]pyrimidin-6-yl)-N-(cis-4-(methoxy-d3)cyclohexyl)pyrrolo[2,1-f][1,2,4]triazin-2-amine N=1C=CN2C1N=CC(=C2)C=2C=CN1N=C(N=CC12)N[C@@H]1CC[C@@H](CC1)OC([2H])([2H])[2H]